FC(C(=O)O)(F)F.FC=1C=2N(C=C(C1)NC(=O)C=1C=CC(=C3C=CC(=NC13)C)N1CC(CC1)NC)C=C(N2)C N-{8-fluoro-2-methylimidazo[1,2-a]pyridin-6-yl}-2-methyl-5-[3-(methylamino)pyrrolidin-1-yl]quinoline-8-carboxamide 2,2,2-trifluoroacetate